(2S,3R)-1-[tert-butyl-(dimethyl)silyl]-3-[(3-chlorooxiran-2-yl)methyl]-4-Oxoazetidine-2-carboxylic acid benzyl ester C(C1=CC=CC=C1)OC(=O)[C@H]1N(C([C@@H]1CC1OC1Cl)=O)[Si](C)(C)C(C)(C)C